(2S,4r)-1-[1-(4-chlorophenyl)cyclopropanecarbonyl]-4-methyl-N-[(1S)-1-(2-amino-2-oxo-ethyl)prop-2-ynyl]pyrrolidine-2-carboxamide ClC1=CC=C(C=C1)C1(CC1)C(=O)N1[C@@H](C[C@H](C1)C)C(=O)N[C@H](C#C)CC(=O)N